Cl.N1(CCNCC1)CC(CC#N)N1N=CC(=C1)C=1C2=C(N=CN1)N(C=C2)COCC[Si](C)(C)C 4-piperazin-1-yl-3-[4-(7-{[2-(trimethylsilyl)ethoxy]methyl}-7H-pyrrolo[2,3-d]pyrimidin-4-yl)-1H-pyrazol-1-yl]butanenitrile hydrochloride salt